COC(=O)C=1C(NC=CC1C)=O 4-methyl-2-oxo-1,2-dihydropyridine-3-carboxylic acid methyl ester